3-((S)-1-hydroxyethyl)-N-((R)-5-(5-methyl-1,2,4-oxadiazol-3-yl)-2,3-dihydro-1H-inden-1-yl)benzamide O[C@@H](C)C=1C=C(C(=O)N[C@@H]2CCC3=CC(=CC=C23)C2=NOC(=N2)C)C=CC1